BrC1=CC2=C(C3=CC=CC=C3C(=C2C=C1)OC)OC 2-bromo-9,10-dimethoxyanthracene